nitroquinazolin [N+](=O)([O-])C1=NC2=CC=CC=C2C=N1